C(C)SC=1C(=NC=C(C1)I)C1=NC2=C(N1C)C=CC(=C2)SC(F)(F)F 2-(3-ethylthio-5-iodopyridin-2-yl)-1-methyl-5-(trifluoromethylthio)benzimidazole